Cl.Cl.N(=NC(C(=N)NCC1=CC=CC=C1)(C)C)C(C(=N)NCC1=CC=CC=C1)(C)C 2,2'-azobis[2-methyl-N-(phenylmethyl)-propionamidin] dihydrochloride